O=C1NC(CCC1N1CC2=CC=C(C(=C2C1=O)C)C(=O)N)=O 2-(2,6-dioxopiperidin-3-yl)-4-methyl-3-oxoisoindoline-5-carboxamide